C1(CC1)C=1C=CC(=C(C1)N1CCN(CC1)CC=1N=NC=CC1)C=1N=NNN1 3-[[4-[5-cycloprop-yl-2-(2H-tetrazol-5-yl)phenyl]piperazin-1-yl]methyl]pyridazine